FC=1C=C(C=NC1)NC(=O)C=1C=C2C(=NC1)NC=C2C2=CC1=C(C(NCCO1)=O)C=C2 N-(5-fluoropyridin-3-yl)-3-(5-oxo-2,3,4,5-tetrahydrobenzo[f][1,4]oxazepin-8-yl)-1H-pyrrolo[2,3-b]pyridine-5-carboxamide